ethyl (E)-3-(2-((4-((S)-2-(4-chloro-2-fluorophenyl)-2-methylbenzo[d][1,3]dioxol-4-yl)piperidin-1-yl)methyl)-1-((R)-2-methoxypropyl)-1H-imidazol-5-yl)acrylate ClC1=CC(=C(C=C1)[C@@]1(OC2=C(O1)C=CC=C2C2CCN(CC2)CC=2N(C(=CN2)/C=C/C(=O)OCC)C[C@@H](C)OC)C)F